2-morpholinoethyl ((3S,5S,8R,9S,10R,13R,14S,17R)-5,14-dihydroxy-10,13-dimethyl-17-(2-oxo-2H-pyran-5-yl)hexadecahydro-1H-cyclopenta[a]phenanthren-3-yl)carbamate O[C@]12C[C@H](CC[C@@]2([C@H]2CC[C@@]3([C@H](CC[C@@]3([C@@H]2CC1)O)C=1C=CC(OC1)=O)C)C)NC(OCCN1CCOCC1)=O